2-(7-(3-(tert-Butoxycarbonyl)phenyl)quinoline-4-carboxamido)acetic acid C(C)(C)(C)OC(=O)C=1C=C(C=CC1)C1=CC=C2C(=CC=NC2=C1)C(=O)NCC(=O)O